C(CCC)C=1C=C2C(=CC(=NC2=CC1)N(CC(C(=O)O)C)C)C1=CC=CC=C1 3-[(6-butyl-4-phenylquinolin-2-yl)(methyl)amino]-2-methylpropionic acid